3-phenyl-1,5-hexadiene C1(=CC=CC=C1)C(C=C)CC=C